D-2-acetamido-glucose C(C)(=O)N[C@@](C=O)(O)[C@@H](O)[C@H](O)[C@H](O)CO